O=C1NC(CC[C@@H]1N1C(C2=CC=CC(=C2C1=O)OCC(=O)NCCCCCC(=O)N1CCC(CC1)NC1=C2N=CN(C2=NC=N1)C1CC(C1)NC(C1=NC(=CC=C1)C)=O)=O)=O N-((1s,3s)-3-(6-((1-(6-(2-((2-(2,6-dioxopiperidin-3-yl)-1,3-dioxoisoindolin-4-yl)oxy)acetamido)hexanoyl)piperidin-4-yl)amino)-9H-purin-9-yl)cyclobutyl)-6-methylpicolinamide